C(C)(C)(C)OC(=O)N1[C@@H](C(C(C1)(C)O)O)C(NC1=C(C=C(C(=C1)Cl)F)F)=O (2S)-2-((5-chloro-2,4-difluorophenyl)carbamoyl)-3,4-dihydroxy-4-methylpyrrolidine-1-carboxylic acid tert-butyl ester